ClC=1C=C(C=C(C1)S(=O)(=O)C)NC1=NC(=NC(=N1)NCC1CC1)C1=NC(=CC=C1)C(C)(F)F N2-(3-chloro-5-(methylsulfonyl)phenyl)-N4-(cyclopropylmethyl)-6-(6-(1,1-difluoroethyl)pyridin-2-yl)-1,3,5-triazine-2,4-diamine